FC1(CC=C(CC1)C=1C=CC=C2C=C(C=NC12)C(=O)N[C@@H](C)C1=NC=CC=C1)F (S)-8-(4,4-difluorocyclohex-1-en-1-yl)-N-(1-(pyridin-2-yl)ethyl)quinoline-3-carboxamide